DiIsoAmylAmine C(CC(C)C)NCCC(C)C